N-[2-phenyl-2-(1-pyrrolidinyl)ethyl]tetrazolo[1,5-a]pyrazin-5-amine C1(=CC=CC=C1)C(CNC1=CN=CC=2N1N=NN2)N2CCCC2